(R)-3-phenyl-N-(5-(4-(trifluoromethyl)phenethoxy)-1H-indol-3-yl)piperidine-1-carboxamide C1(=CC=CC=C1)[C@@H]1CN(CCC1)C(=O)NC1=CNC2=CC=C(C=C12)OCCC1=CC=C(C=C1)C(F)(F)F